5-(pentafluoro-λ6-sulfanyl)benzamide FS(C=1C=CC=C(C(=O)N)C1)(F)(F)(F)F